CNC(=S)C1=CC=C(C=C1)C1=NOC(=N1)C(F)(F)F N-methyl-4-[5-(trifluoromethyl)-1,2,4-oxadiazole-3-yl]-benzenecarbothioamide